B(O)(O)O.CC(C)(CC(C)O)O.CC(C)(CC(C)O)O bis(2-methyl-2,4-pentanediol) borate